[Cl-].C(CCCCCCCCCCC)[N+](CCC[Si](OCC)(OCC)OCC)(C(C)C)C(C)C dodecyl-diisopropyl-(3-triethoxysilylpropyl)ammonium chloride